O1C(CCCC1)O[C@@H](C)C=1N(C=CN1)CC1=NOC(=C1)C1=CC=C(C=C1)C#CCCNC(OC(C)(C)C)=O tert-Butyl (4-(4-(3-((2-((1S)-1-((tetrahydro-2H-pyran-2-yl)oxy)ethyl)-1H-imidazol-1-yl)methyl)isoxazol-5-yl)phenyl)but-3-yn-1-yl)carbamate